1,2,3,4-tetrachlorobutadiene ClC=C(C(=CCl)Cl)Cl